C(C)(C)C1=CC(=C(OC=2C=C(C(=O)N3CCN(CC3)CC3=NC4=C(N3C[C@H]3OCC3)C=C(C=C4)C(=O)OC)C=CC2)C=C1)C Methyl (S)-2-((4-(3-(4-isopropyl-2-methylphenoxy)benzoyl)piperazin-1-yl)methyl)-1-(oxetan-2-ylmethyl)-1H-benzo[d]imidazole-6-carboxylate